6-bromothieno[3,2-b]pyridine 4-oxide BrC=1C=C2C(=[N+](C1)[O-])C=CS2